3-chloro-2-methoxy-benzenesulfonamide ClC=1C(=C(C=CC1)S(=O)(=O)N)OC